N-(4-Chloro-5-phenoxypyridin-2-yl)-6-(piperazin-1-yl)pyrido[3,2-d]pyrimidin-4-amine ClC1=CC(=NC=C1OC1=CC=CC=C1)NC=1C2=C(N=CN1)C=CC(=N2)N2CCNCC2